9,9',9''-(4-(3,4-bis(4,6-diphenyl-1,3,5-triazin-2-yl)phenyl)-5-phenylpyridine-2,3,6-triyl)tris(3,6-dimethyl-9H-carbazole) C1(=CC=CC=C1)C1=NC(=NC(=N1)C1=CC=CC=C1)C=1C=C(C=CC1C1=NC(=NC(=N1)C1=CC=CC=C1)C1=CC=CC=C1)C1=C(C(=NC(=C1C1=CC=CC=C1)N1C2=CC=C(C=C2C=2C=C(C=CC12)C)C)N1C2=CC=C(C=C2C=2C=C(C=CC12)C)C)N1C2=CC=C(C=C2C=2C=C(C=CC12)C)C